CC12OCC(C1)(C2)C(=O)N 1-Methyl-2-oxabicyclo[2.1.1]hexane-4-carboxamide